C(C=1C(O)=CC=CC1)=NC1C(CCCC1)N=CC=1C(O)=CC=CC1 (+)-N,N'-bis(salicylidene)-1,2-cyclohexanediamine